C1(=CC=CC2=CC=CC=C12)NC1=C(C(=C(C=2C3=CC=CC=C3CC12)C1=CC=CC=C1)C)C (Naphthyl)(phenyldimethylfluorenyl)amine